CC1=C(C=C(C=C1)N)O 2-methyl-5-aminophenol